((1,1,7-trimethyldecahydro-3a,7-methanocyclopenta[8]annulen-3-yl)oxy)propan CC1(CC(C23C1CCC(CCC2)(C3)C)OCCC)C